ClC1=CC=C(C=C1)C(C(=O)N[C@H](C(=O)N[C@H](CCC(=O)O)C(=O)O)CC1=CC=NC=C1)(C)C ((S)-2-(2-(4-chlorophenyl)-2-methylpropanamido)-3-(pyridin-4-yl)propanoyl)-D-glutamic acid